2-((3-(2-fluoro-3-((N-methylsulfamoyl)amino)benzyl)-2-oxo-3,4-dihydro-2H-benzo[e][1,3]oxazin-7-yl)oxy)-N-methylacetamide FC1=C(CN2C(OC3=C(C2)C=CC(=C3)OCC(=O)NC)=O)C=CC=C1NS(NC)(=O)=O